C(CC)S propane-1-thiol